2-{[4-({3-[(2,4-dichlorophenoxy)methyl]-1H-pyrazol-1-yl}methyl)piperidin-1-yl]methyl}-1-{[(2S)-oxetan-2-yl]methyl}-1H-1,3-benzodiazole-6-carboxylic acid ClC1=C(OCC2=NN(C=C2)CC2CCN(CC2)CC2=NC3=C(N2C[C@H]2OCC2)C=C(C=C3)C(=O)O)C=CC(=C1)Cl